C(C)(C)(C)OC(=O)N1C=2C=3N(N=CC3C=CC1)C=C(N2)Cl 4-Chloro-2,2a,5,6-tetraazabenzo[cd]azulene-6(7H)-carboxylic acid tert-butyl ester